BrC1=CC2=C(N=C(N=C2)NCC)N2C1=NCC2 6-bromo-N-ethyl-8,9-dihydroimidazo[1',2':1,6]pyrido[2,3-d]pyrimidin-2-amine